(2r,6r)-2-((benzyloxy)methyl)-6-methylmorpholine C(C1=CC=CC=C1)OC[C@H]1CNC[C@H](O1)C